5-chloro-4-(3-chloro-4-methylphenyl)-1H-imidazole-2-carbonitrile hydrate O.ClC1=C(N=C(N1)C#N)C1=CC(=C(C=C1)C)Cl